The molecule is an enal consisting of but-2-ene with a methyl substituent at position 3 and an oxo group at position 1. It has a role as a metabolite. It derives from a 3-methylbut-2-enoic acid. CC(=CC=O)C